4-(((2-aminophenyl)amino)piperidin-1-yl)-2-(4-(trifluoromethyl)phenyl)ethane-1-thione NC1=C(C=CC=C1)NC1N(CCCC1)C1(CC=C(C=C1)CC=S)C(F)(F)F